8-bromo-4,6-dimethylnonyl ethoxymethyl ether C(C)OCOCCCC(CC(CC(C)Br)C)C